OC(=O)C(F)(F)F.O[C@H](C(=O)N(CCN1C2CC(CC1CC2)C=2C=C(C(=O)N)C=CC2)CCC2=CC=CC=C2)CO 3-endo-(8-{2-[((S)-2,3-dihydroxypropionyl)phenethylamino]ethyl}-8-azabicyclo[3.2.1]oct-3-yl)-benzamide TFA salt